2-amino-6-borono-2-(1-(5-(trifluoromethyl)pyridin-2-yl)piperidin-4-yl)hexanoic acid NC(C(=O)O)(CCCCB(O)O)C1CCN(CC1)C1=NC=C(C=C1)C(F)(F)F